6-((1,3-difluoropropan-2-yl)oxy)quinoline-4-carboxylic acid FCC(CF)OC=1C=C2C(=CC=NC2=CC1)C(=O)O